FC(C(=O)N[C@H]1[C@H](SC2=CC=C(C=C2)C)O[C@@H]([C@@H]([C@@H]1OC(C)=O)OC(C)=O)COC(C)=O)(F)F p-tolyl 2-deoxy-2-trifluoroacetamido-3,4,6-tri-O-acetyl-1-thio-β-D-galactopyranoside